ClC=1C(=NC(=NC1)NC1CCN(CC1)S(=O)(=O)C)C1=CC2=C(C3(CCCN3C2=O)CC)S1 2-(5-Chloro-2-((1-(methylsulfonyl)piperidin-4-yl)amino)pyrimidin-4-yl)-8a-ethyl-6,7,8,8a-tetrahydro-4H-thieno[2,3-a]pyrrolizin-4-one